8-chloro-N,N-dimethyl-1-(1'H,3H-spiro[2-benzofuran-1,4'-piperidin]-1'-yl)-5,6-dihydro-4H-[1,2,4]triazolo[4,3-a][1]benzazepin-5-amine ClC=1C=CC2=C(CC(CC=3N2C(=NN3)N3CCC2(CC3)OCC3=C2C=CC=C3)N(C)C)C1